(2,6-dihydroxy-5'-methyl-4-pentyl-2'-(prop-1-en-2-yl)-[1,1'-biphenyl]-3-yl)((R)-2-methylaziridin-1-yl)methanone OC1=C(C(=CC(=C1C(=O)[N@]1C(C1)C)CCCCC)O)C1=C(C=CC(=C1)C)C(=C)C